2-(2-chloro-4-fluorophenyl)-N-[6-(3,4-difluoroanilino)pyridazin-4-yl]acetamide ClC1=C(C=CC(=C1)F)CC(=O)NC1=CN=NC(=C1)NC1=CC(=C(C=C1)F)F